cyclotetradec-6-en-2-one C1C(CCCC=CCCCCCCC1)=O